2-isopropylpyrimidine-4,6-diol C(C)(C)C1=NC(=CC(=N1)O)O